Di-oxane O1CCOCC1